2-(2-isopropylphenyl)-8-(4-(1-methyl-4-(trifluoromethyl)-1H-imidazol-2-yl)benzyl)-[1,2,4]triazolo[1,5-c]pyrimidine C(C)(C)C1=C(C=CC=C1)C1=NN2C=NC=C(C2=N1)CC1=CC=C(C=C1)C=1N(C=C(N1)C(F)(F)F)C